di-tert-Butyl (chloromethyl) phosphate P(=O)(OC(C)(C)C)(OC(C)(C)C)OCCl